BrC=1C=C(C=CC1)N1C=CC2=C1N=C(N=C2)NC 7-(3-bromophenyl)-N-methyl-7H-pyrrolo[2,3-d]pyrimidin-2-amine